trans-N-(3-(2-Cyclopropyloxazol-4-yl)phenyl)-N-((trans-4-(6-(dimethylamino)pyridine-3-yl)cyclohexyl)methyl)-4-hydroxycyclohexanecarboxamide C1(CC1)C=1OC=C(N1)C=1C=C(C=CC1)N(C(=O)[C@@H]1CC[C@H](CC1)O)C[C@@H]1CC[C@H](CC1)C=1C=NC(=CC1)N(C)C